FC(C1CCC(CC1)N)(F)F 4-trifluoromethylcyclohexyl-amine